5-methyl-1,2-oxazole CC1=CC=NO1